C12C(CC(CC1)C2)OC=2N=NNC2 4-(bicyclo[2.2.1]heptan-2-yloxy)-1H-1,2,3-triazole